1-Chloro-6-ethyl-9,9-dimethyl-9,10-dihydroacridine ClC1=CC=CC=2NC3=CC(=CC=C3C(C12)(C)C)CC